3-methyl-4-((3-methyl-3H-imidazo[4,5-b]pyridin-6-yl)oxy)aniline CC=1C=C(N)C=CC1OC=1C=C2C(=NC1)N(C=N2)C